1-(2,6-difluorobenzenesulfonyl)piperidin FC1=C(C(=CC=C1)F)S(=O)(=O)N1CCCCC1